CC=1C(=C(C(C1)(CCC)[Sr]C1(C(=C(C(=C1)C)C)C)CCC)C)C bis(trimethyl-n-propylcyclopentadienyl)strontium(II)